11-(4-{[(10Z,12Z)-1-oxooctadeca-9,12-dienyl] oxy} butyl)-2-methyl-9-oxo-2,8-diaza-5,10-dioxapentadecan-15-yl (10Z,12Z)-octadeca-9,12-dienoate C(CCCCCCC\C=C/C\C=C/CCCCC)(=O)OCCCCC(OC(NCCOCCN(C)C)=O)CCCCOC(CCCCCCC\C=C/C\C=C/CCCCC)=O